(R)-N-(5-((6-(3-(3-([1,2,4]triazolo-[1,5-a]pyridin-7-yl)phenyl)isoxazolidin-2-yl)pyrimidin-4-yl)amino)-4-methoxy-2-(4-methylpiperazin-1-yl)phenyl)-acrylamide N=1C=NN2C1C=C(C=C2)C=2C=C(C=CC2)[C@@H]2N(OCC2)C2=CC(=NC=N2)NC=2C(=CC(=C(C2)NC(C=C)=O)N2CCN(CC2)C)OC